C1=CC=CC=2C3=CC=CC=C3N(C12)C=1C=C(C=CC1)C1=CC(=CC=C1)N1C2=CC=CC=C2C=2C=CC=CC12 3,3'-di(9H-carbazole-9-yl)-1,1-biphenyl